C(C)OC=1C=C(C=O)C=CC1OC 3-ethoxy-4-methoxy-benzaldehyde